CC(=CC)CCC=C(C)C trans-3,7-dimethyl-2,6-octadiene